FC1=C(C=CC=C1C(F)(F)F)C=1SC(=C(N1)CN1N=CC(=C1)C(=O)O)C 1-({2-[2-fluoro-3-(trifluoromethyl)phenyl]-5-methyl-1,3-thiazol-4-yl}methyl)-1H-pyrazole-4-carboxylic acid